4-({5-[4-(difluoromethoxy)phenyl]thiophen-2-yl}methyl)-2,4-dihydro-3H-1,2,4-triazol-3-one FC(OC1=CC=C(C=C1)C1=CC=C(S1)CN1C(NN=C1)=O)F